FC(C(=O)N1CCC(CC1)NC(OC(C)(C)C)=O)(C1=C(C=CC(=C1)C(NC1=CC(=C(C=C1)F)C)=O)F)F tert-butyl (1-(2,2-difluoro-2-(2-fluoro-5-((4-fluoro-3-methylphenyl)carbamoyl)phenyl) acetyl)piperidin-4-yl)carbamate